OCCOCCC1C2=C(C(NC1)=O)C=C(N2)C2=C(C=NC=C2)OCOC 7-[2-(2-hydroxyethoxy)ethyl]-2-[3-(methoxymethoxy)pyridin-4-yl]-1H,5H,6H,7H-pyrrolo[3,2-c]pyridin-4-one